ClC1=C(C(=CC=C1)Cl)NC(=O)N1CCC(CC1)(C)C1=NOC(=N1)[C@H]1[C@H](C1)F N-(2,6-dichlorophenyl)-4-(5-((1S,2S)-2-fluorocyclopropyl)-1,2,4-oxadiazol-3-yl)-4-methylpiperidine-1-carboxamide